OC1=C2C(C=C(OC2=C(C(=C1)O)OC)C1=CC=C(C=C1)CCCCCO)=O 5,7-dihydroxy-2-(4-(5-hydroxypentyl)phenyl)-8-methoxy-4H-chromen-4-one